3-glycidoxypropyl-methyl-bis(methoxyethoxy)silane C(C1CO1)OCCC[Si](OCCOC)(OCCOC)C